tert-butyl 4-((((6-chlorobenzo[d][1,3]dioxol-4-yl)methyl)amino)methyl)piperidine-1-carboxylate ClC=1C=C(C2=C(OCO2)C1)CNCC1CCN(CC1)C(=O)OC(C)(C)C